3-(((1-isopropylazetidin-3-yl)carbamoyl)oxy)propane-1,2-diyl bis(decanoate) C(CCCCCCCCC)(=O)OCC(COC(NC1CN(C1)C(C)C)=O)OC(CCCCCCCCC)=O